tert-butyl 5-bromo-2-(1-((tert-butyldiphenylsilyl)oxy)-2-methylpropan-2-yl)-4-methoxy-4,7-dihydro-5H-spiro[benzo[d]thiazole-6,4'-piperidine]-1'-carboxylate BrC1C(C=2N=C(SC2CC12CCN(CC2)C(=O)OC(C)(C)C)C(CO[Si](C2=CC=CC=C2)(C2=CC=CC=C2)C(C)(C)C)(C)C)OC